C1(CCC1)C(=O)N1CCC(CC1)C(=O)N(C1=CC=CC=C1)CC=1N=C2N(C=CC(=C2)C=2OC(=NN2)C(F)F)C1 1-(cyclobutanecarbonyl)-N-((7-(5-(difluoromethyl)-1,3,4-oxadiazol-2-yl)imidazo[1,2-a]pyridine-2-yl)methyl)-N-phenylpiperidine-4-carboxamide